NC1=C(C2=C(S1)C(C1(CC(C3=CC=CC=C13)=O)CC2)=O)C(=O)O 2-Amino-3',7-dioxo-2',3',4,7-tetrahydro-5H-spiro[benzo[b]thiophene-6,1'-indene]-3-carboxylic acid